5-(4-((tert-butylsulfonyl)ethynyl)-2-methylphenoxy)-1H-1,2,3-triazole-4-carboxylic acid C(C)(C)(C)S(=O)(=O)C#CC1=CC(=C(OC2=C(N=NN2)C(=O)O)C=C1)C